3-(2-hydroxypropan-2-yl)-4-methoxypyridin-2(1H)-one OC(C)(C)C=1C(NC=CC1OC)=O